tert-butyl (2S,5R)-4-(cyano(4-fluorophenyl) methyl)-2,5-dimethylpiperazine-1-carboxylate C(#N)C(N1C[C@@H](N(C[C@H]1C)C(=O)OC(C)(C)C)C)C1=CC=C(C=C1)F